CN1N=CN=C1C(=O)NC1CCC2=C(NC(=N2)C2=C(C=CC=C2)C(F)(F)F)C1 1-methyl-N-(2-(2-(trifluoromethyl)phenyl)-4,5,6,7-tetrahydro-1H-benzo[d]imidazol-6-yl)-1H-1,2,4-triazole-5-carboxamide